BrC=1C=C2C=C(C(=NC2=CC1)N1CCNCC1)Cl 6-bromo-3-chloro-2-piperazin-1-yl-quinoline